C(N)(O[C@H](C(=O)N[C@H]1CC(CC[C@@H]2N(C1=O)[C@@H](CC2)C(N[C@@H]2CCCC1=CC=CC=C21)=O)N2CCN(CC2)C)C)=O ((2S)-1-(((3S,6S,10aS)-8-(4-methylpiperazin-1-yl)-5-oxo-3-(((R)-1,2,3,4-tetrahydronaphthalen-1-yl) carbamoyl) decahydro pyrrolo[1,2-a]azocine-6-yl) amino)-1-oxopropan-2-yl) carbamate